FC(C1=NN=C(O1)C1=CC=C(CN2N=C(N=N2)C=2C=C(C(=NC2)C)N)C=C1)F 5-(2-(4-(5-(difluoromethyl)-1,3,4-oxadiazol-2-yl)benzyl)-2H-tetrazol-5-yl)-2-methylpyridin-3-amine